6,7-dihydro-5H-thiazolo[4,5-f]indole-2-carbonitrile-6,7-d2 N1=C(SC=2C1=CC=1C(C(NC1C2)[2H])[2H])C#N